CN1N=NC(=C1)C1=NC=CC=C1 (1-methyltriazol-4-yl)pyridine